C(\C=C\C=C\C)(=O)OC1CC(CCC1C(C)C)C menthyl sorbate